ClC1=C(C=CC(=C1)Cl)C=1CCCC2=C(C1C1=CC=C(C=C1)C(C1CN(CC1)CCCF)(F)F)C=CC(=C2)C(=O)O 8-(2,4-dichlorophenyl)-9-(4-(difluoro(1-(3-fluoropropyl)pyrrolidin-3-yl)methyl)phenyl)-6,7-dihydro-5H-benzo[7]annulene-3-carboxylic acid